COC(CSC)OC 1,1-dimethoxy-2-methylsulfanylethane